C(C)(C)(C)OC(=O)C1=C2C(=C(NC2=CC=C1)C)C(=O)C=1SC=CC1 tert-butoxycarbonyl-3-(thiophene-2-carbonyl)-2-methylindole